Cl.O1CC[C@@H](C2=CC=CC=C12)N (S)-chroman-4-amine HCl